C(C)(C)(C)OC(=O)N1C(CCCC1)(C)C 2,2-dimethylpiperidine-1-carboxylic acid tertButyl ester